4-{[5-(1-methyl-1H-benzo[d][1,2,3]triazol-5-yl)-3-trifluoromethyl-1H-pyrazol-1-yl]methyl}-N-hydroxybenzamide CN1N=NC2=C1C=CC(=C2)C2=CC(=NN2CC2=CC=C(C(=O)NO)C=C2)C(F)(F)F